1-Methyl-6-(methylsulfinyl)-1,2-dihydro-3H-benzo[e]indole-3-carboximidamide CC1CN(C=2C=CC3=C(C12)C=CC=C3S(=O)C)C(N)=N